CC[C@H]1CN2CC[C@H]1C[C@H]2[C@@H](C3=C4C=C(C=CC4=NC=C3)OCC)O The molecule is a cinchona alkaloid consisting of 10,11-dihydrocinchonan bearing hydroxy and ethoxy substituents at positions 9 and 6' respectively. It has a role as an EC 3.6.3.10 (H(+)/K(+)-exchanging ATPase) inhibitor. It is a cinchona alkaloid and an aromatic ether. It derives from a cinchonan.